tert-butyl ((1-((5-(4,4,5,5-tetramethyl-1,3,2-dioxaborolan-2-yl) pyridin-3-yl)sulfonyl)azetidin-3-yl)methyl)carbamate CC1(OB(OC1(C)C)C=1C=C(C=NC1)S(=O)(=O)N1CC(C1)CNC(OC(C)(C)C)=O)C